8-methoxy-3-(3-(4-methylpiperazin-1-yl)propoxy)-6H-benzo[c]benzopyran-6-one COC=1C=CC2=C(C(OC3=C2C=CC(=C3)OCCCN3CCN(CC3)C)=O)C1